5-cyclopropylsulfonyl-3-(difluoromethoxy)-4-(3-methyl-4-methanesulfonyl-phenyl)-1-trityl-indazole C1(CC1)S(=O)(=O)C=1C(=C2C(=NN(C2=CC1)C(C1=CC=CC=C1)(C1=CC=CC=C1)C1=CC=CC=C1)OC(F)F)C1=CC(=C(C=C1)S(=O)(=O)C)C